6-bromo-1,3-benzothiazole-5-carboxylic acid BrC1=CC2=C(N=CS2)C=C1C(=O)O